CN1CCCNC2=CC=CC=C2C=2C=CC=C(N[C@@H]3CN[C@H](C1=O)C3)N2 (14S,17S)-12-methyl-8,12,15,18,23-pentazatetracyclo[17.3.1.114,17.02,7]tetracosa-1(23),2,4,6,19,21-hexaen-13-one